Methyl 2-[(2R,3R,4R)-3,4,5-triacetoxytetrahydrofuran-2-yl]-acetate C(C)(=O)O[C@@H]1[C@H](OC([C@@H]1OC(C)=O)OC(C)=O)CC(=O)OC